2-(3-methylthioureido)benzoate CNC(NC1=C(C(=O)[O-])C=CC=C1)=S